FC1=C(C=C(C=C1)C(=O)OC)NCCC(=O)O 3-{[2-fluoro-5-(methoxycarbonyl)phenyl]Amino}propionic acid